BrC=1C=C2CC(CC2=CC1)NC1=NC=CN=C1 N-(5-bromo-2,3-dihydro-1H-inden-2-yl)pyrazin-2-amine